7-(dimethylamino)-2-(methylthio)-4H-[1,3]thiazolo[4,5-d]pyrimidin-5-one CN(C=1C2=C(NC(N1)=O)N=C(S2)SC)C